C(C)N(S(NC1=C(C(=CC(=C1)Cl)B1OC(C(O1)(C)C)(C)C)F)(=O)=O)C ethylmethyl{[5-chloro-2-fluoro-3-(4,4,5,5-tetramethyl-1,3,2-dioxaborolan-2-yl)phenyl]sulfamoyl}amine